FC1=C(C=C(C=C1)NC(=O)[C@@H]1[C@@H]([C@H]2CC[C@@H]1C2)NC(=O)C2=C(C=CC=1N=C(SC12)N1CCC2(COC2)CC1)OC)C(F)(F)F N-((1S,2R,3S,4R)-3-((4-Fluoro-3-(trifluoromethyl)phenyl)carbamoyl)bicyclo[2.2.1]heptan-2-yl)-6-methoxy-2-(2-oxa-7-azaspiro[3.5]nonan-7-yl)benzo[d]thiazole-7-carboxamide